C(=O)O.C(#N)C1=CC=C(C=N1)C1=CC(=NC=C1C1=CC(=C(C=C1)OC)O)N1CCC(CC1)NCC1=CC=C(C=C1)/C=C/C(=O)NO (E)-3-(4-(((1-(6-Cyano-5'-(3-hydroxy-4-methoxyphenyl)-[3,4'-bipyridin]-2'-yl)piperidin-4-yl)amino)methyl)phenyl)-N-hydroxyacrylamide formate